C(C1=CC=CC=C1)OC=1C=CC(=NC1C1OCCO1)C#CCN1CC=2NC3=CC=CC=C3C2CC1 2-(3-(5-(benzyloxy)-6-(1,3-dioxolan-2-yl)pyridin-2-yl)prop-2-yn-1-yl)-2,3,4,9-tetrahydro-1H-pyrido[3,4-b]indole